C(C1=CC=CC=C1)N1CC=2C(=C(N=C(C2CC1)N1CC(N(CC1)C(=O)OC(C)(C)C)CC#N)N1CC(OC(C1)C)C)C#N Tert-butyl 4-(6-benzyl-4-cyano-3-(2,6-dimethylmorpholino)-5,6,7,8-tetrahydro-2,6-naphthyridin-1-yl)-2-(cyanomethyl)piperazine-1-carboxylate